CO[C@@H]1CN(CC1)C=1C=C(C(=NC1)C(F)(F)F)NC(C1=NC(=CC=C1)C=1C=NN(C1)CC(F)(F)F)=O (S)-N-(5-(3-methoxypyrrolidin-1-yl)-2-(trifluoromethyl)pyridin-3-yl)-6-(1-(2,2,2-trifluoroethyl)-1H-pyrazol-4-yl)picolinamide